C(C)(C)(C)C=1NN2C(=CC(C(=C2)C(F)(F)F)=O)C1 2-(Tert-butyl)-5-oxo-6-(trifluoromethyl)pyrazolo[1,5-a]pyridine